C(C)N1CC(CC(C1)(F)F)C(=O)O 1-ethyl-5,5-difluoro-piperidine-3-carboxylic acid